triethoxy[3-(1,1,2,2-tetrafluoroethoxy)propyl]silane C(C)O[Si](CCCOC(C(F)F)(F)F)(OCC)OCC